6-chloro-3-[hydroxy-(3-methoxyisoxazol-5-yl)methylene]-5-[4-(3-methoxycyclobutyl)phenyl]indolin-2-one ClC1=C(C=C2C(C(NC2=C1)=O)=C(C1=CC(=NO1)OC)O)C1=CC=C(C=C1)C1CC(C1)OC